[4-[1-[3-chloro-4-(2-chloroethoxy)-5-cyano-phenyl]-1-methyl-ethyl]phenyl] trifluoromethanesulfonate FC(S(=O)(=O)OC1=CC=C(C=C1)C(C)(C)C1=CC(=C(C(=C1)C#N)OCCCl)Cl)(F)F